COC(NC1=CC=C2C3=CNC([C@H](C\C=C/CCCOC2=C1)NC(\C=C\C1=C(C=CC(=C1)Cl)N1N=NN=C1)=O)=N3)=O {(Z)-(S)-15-[(E)-3-(5-Chloro-2-tetrazol-1-yl-phenyl)-acryloylamino]-8-oxa-17,19-diaza-tricyclo[14.2.1.02,7]nonadeca-1(18),2,4,6,12,16(19)-hexaen-5-yl}-carbamic Acid methyl ester